C(C=C)OCC(C=C)O 1-(allyloxy)but-3-en-2-ol